ClC1=C(C=CC(=C1)O)S(=O)(=O)C(C1CCN(CC1)C(=O)NC1=CN=NC=C1)(F)F 4-(((2-chloro-4-hydroxy-phenyl)sulfonyl)difluoro-methyl)-N-(pyridazin-4-yl)piperidine-1-carboxamide